butyl 3-cyclopropyl-5-{2-[6-(difluoromethyl)imidazo[1,2-a]pyridin-2-yl] propanamido}-1H-pyrazole-1-carboxylate C1(CC1)C1=NN(C(=C1)NC(C(C)C=1N=C2N(C=C(C=C2)C(F)F)C1)=O)C(=O)OCCCC